tert-butyl(4-isothiocyanatophenyl)carbamate C(C)(C)(C)OC(NC1=CC=C(C=C1)N=C=S)=O